4-[7-[[1-(cyanomethyl)azetidin-3-yl]methoxy]imidazo[1,2-a]pyridin-3-yl]-N-cyclopropyl-2-(difluoromethoxy)-6-methoxy-benzamide C(#N)CN1CC(C1)COC1=CC=2N(C=C1)C(=CN2)C2=CC(=C(C(=O)NC1CC1)C(=C2)OC)OC(F)F